CC1=CC(=NN1)NC=1C=2N(C=C(N1)NC1CC3CCC(C1)N3CCC#N)N=CN2 3-((3-exo)-3-((8-((5-methyl-1H-pyrazol-3-yl)amino)-[1,2,4]triazolo[1,5-a]pyrazin-6-yl)amino)-8-azabicyclo[3.2.1]octan-8-yl)propionitrile